2,3-dichloropiperazine hydrochloride Cl.ClC1NCCNC1Cl